CN1N=CC(=C1)C1=CC=2N(C=C1)C(=CN2)C([C@H](C2=CC=CC=C2)NCCC2=CC=C(C#N)C=C2)=O |r| (S)- and (R)-4-(2-((2-(7-(1-methyl-1H-pyrazol-4-yl)imidazo[1,2-a]pyridin-3-yl)-2-oxo-1-phenylethyl)amino)ethyl)benzonitrile